C(C=C)(=O)N1[C@H](CN(CC1)C=1C2=C(N=C(N1)OC[C@H]1N(CCC1)CC(=O)N(C)C)CN(CC2)C2=CC=CC1=CC=CC=C21)CC#N 2-((S)-2-(((4-((S)-4-acryloyl-3-(cyanomethyl)piperazin-1-yl)-7-(naphthalen-1-yl)-5,6,7,8-tetrahydropyrido[3,4-d]pyrimidin-2-yl)oxy)methyl)pyrrolidin-1-yl)-N,N-dimethylacetamide